N-(4-(4-methoxyphenoxy)phenyl)-4-((8-methyl-2,3-dihydro-1H-pyrido[2,3-b][1,4]oxazin-7-yl)amino)-2-oxo-1,2-dihydropyridine-3-carboxamide COC1=CC=C(OC2=CC=C(C=C2)NC(=O)C=2C(NC=CC2NC2=C(C3=C(OCCN3)N=C2)C)=O)C=C1